C(CCCCCCCC)(=O)[O-].[Ca+2].C(CCCCCCCC)(=O)[O-] calcium pelargonate